2-(acetoxymethyl)-5-(3-(ethoxycarbonyl)pyridin-1(4H)-yl)tetrahydrofuran-3,4-diyl diacetate C(C)(=O)OC1C(OC(C1OC(C)=O)N1C=C(CC=C1)C(=O)OCC)COC(C)=O